methyl (R)-2-(4-((6-(((S)-1-(4-(tert-butyl)phenyl)ethyl)carbamoyl)-1,2-dimethyl-1H-indol-3-yl)methyl)-3-chlorophenoxy)propanoate C(C)(C)(C)C1=CC=C(C=C1)[C@H](C)NC(=O)C1=CC=C2C(=C(N(C2=C1)C)C)CC1=C(C=C(O[C@@H](C(=O)OC)C)C=C1)Cl